6-((1R,2R)-2-fluorocyclopropane-1-carboxamido)-4-((7-methoxy-1-(2,2,2-trifluoroethyl)-1H-pyrazolo[4,3-c]pyridin-6-yl)amino)-N-(methyl-d3)nicotinamide F[C@H]1[C@H](C1)C(=O)NC1=NC=C(C(=O)NC([2H])([2H])[2H])C(=C1)NC1=C(C2=C(C=N1)C=NN2CC(F)(F)F)OC